CC1CC(CCC1OCCO)C(C)(C)C1CC(C(CC1)OCCO)C 2,2-bis[3-methyl-4-(2-hydroxyethoxy)cyclohexyl]propane